N-[(5-cyclopropyl-6-fluoropyridin-2-yl)(phenyl)methyl]-1-{2-[(dimethylcarbamoyl)amino]propanoyl}-4-fluoropyrrolidine-2-carboxamide C1(CC1)C=1C=CC(=NC1F)C(NC(=O)C1N(CC(C1)F)C(C(C)NC(N(C)C)=O)=O)C1=CC=CC=C1